BrC1=CC=C(C=C1)OCCOC 1-bromo-4-(2-methoxyethoxy)benzene